C(C)(C)(C)C=1C=CC=2N(C3=CC=CC=C3C2C1)C1=C(C=CC=C1)C1=C(C(=CC(=N1)N1C2=CC=C(C=C2C=2C=C(C=CC12)C(C)(C)C)C(C)(C)C)C1=C(C=CC=C1)C=1C=NC=CC1)N1C2=CC=C(C=C2C=2C=C(C=CC12)C(C)(C)C)C(C)(C)C 9,9'-(6-(2-(3-(tert-butyl)-9H-carbazol-9-yl)phenyl)-4-(2-(pyridin-3-yl)phenyl)pyridine-2,5-diyl)bis(3,6-di-tert-butyl-9H-carbazole)